C(C)(C)(C)OOC(C)(C)C1=CC=CC=C1 tert.-butylcumyl peroxide